O(C#N)C1=CC=C(C=C1)C(C(C)C)(CC)C1=CC=C(C=C1)OC#N 3,3-Bis(4-Cyanatophenyl)-2-Methylpentane